C(#N)C1=C(OCC2CCN(CC2)C(=O)N(C)C)C=CC(=C1)CN1CC2=CC=C(C=C2C1)C#N 4-(2-cyano-4-((5-cyanoisoindolin-2-yl)methyl)phenoxy)methyl-N,N-dimethylpiperidine-1-carboxamide